N1(CCC1)C1CCC(=CC1)C1=CC=C(C=C1)NC(OC(C)(C)C)=O Tert-butyl (4'-(azetidin-1-yl)-2',3',4',5'-tetrahydro-[1,1'-biphenyl]-4-yl)carbamate